(S)-(1-(4,5-dichloro-2-ethoxyphenethyl)pyrrolidin-3-yl)methanamine disuccinate C(CCC(=O)O)(=O)O.C(CCC(=O)O)(=O)O.ClC1=CC(=C(CCN2C[C@@H](CC2)CN)C=C1Cl)OCC